4-(4-(2-aminobenzo[d]thiazol-6-yl)-6-morpholino-1,3,5-triazin-2-yl)piperazine-1-carboxylate NC=1SC2=C(N1)C=CC(=C2)C2=NC(=NC(=N2)N2CCOCC2)N2CCN(CC2)C(=O)[O-]